FC1([C@@H]([C@@H](N(C1)C(=O)C1CC(C1)F)CC=1C(=C(C=CC1)C1=CC(=CC=C1)OC)F)NS(=O)(=O)CC)F N-{(2S,3R)-4,4-difluoro-1-(3-fluorocyclobutane-1-carbonyl)-2-[(2-fluoro-3'-methoxy[1,1'-biphenyl]-3-yl)methyl]pyrrolidin-3-yl}ethanesulfonamide